α-Terpineol acetate C(C)(=O)OC(C1CC=C(C)CC1)(C)C